ClC1=CC=C(C=C1)C1=CC=C2[C@H]3CN(C[C@@H](CN2C1=O)C3)C(CSC)=O (1R,9S)-5-(4-chlorophenyl)-11-[(methylsulfanyl)acetyl]-7,11-diazatricyclo[7.3.1.02,7]trideca-2,4-dien-6-one